1-tert-butoxycarbonyl-4-(3,4-difluorophenyl)piperidine-4-carboxylic acid C(C)(C)(C)OC(=O)N1CCC(CC1)(C(=O)O)C1=CC(=C(C=C1)F)F